6-(3-((1-(2,4-difluorophenyl)cyclopropyl)glycyl)-3,6-diazabicyclo[3.1.1]heptan-6-yl)nicotinonitrile FC1=C(C=CC(=C1)F)C1(CC1)NCC(=O)N1CC2N(C(C1)C2)C2=NC=C(C#N)C=C2